N-(2-pyridylmethyl)-N'-(2-guanidinoethyl)-N'-(5,6,7,8-tetrahydro-8-quinolinyl)-1,4-xylylenediamine N1=C(C=CC=C1)CNCC1=CC=C(C=C1)CN(C1CCCC=2C=CC=NC12)CCNC(=N)N